NC1=NC=CC=2N1C(=C(N2)C2=CC=C(C=C2)NC(C=C)=O)C=2C=NC(=CC2)OC2CC2 N-(4-(5-amino-3-(6-cyclopropoxypyridin-3-yl)imidazo[1,2-c]pyrimidin-2-yl)phenyl)acrylamide